(2R,3S)-3-((2-(2-(dimethylamino)-7-methylquinoxalin-5-yl)-5-fluorobenzo[d]thiazol-6-yl) oxy)butan-2-yl (2-methylpyrimidin-5-yl)carbamate CC1=NC=C(C=N1)NC(O[C@H](C)[C@H](C)OC1=CC2=C(N=C(S2)C2=C3N=CC(=NC3=CC(=C2)C)N(C)C)C=C1F)=O